4'-(9-carbazolyl)-[1,1'-biphenyl-4-yl]-[1,1'-biphenyl] C1=CC=CC=2C3=CC=CC=C3N(C12)C1=CC=C(C=C1)C1=C(C=CC=C1)C1=CC=C(C=C1)C1=CC=CC=C1